F[Sb-](F)(F)(F)(F)F.[N].[NH4+] ammonium nitrogen hexafluoroantimonate